CC(CC(=O)O)C(C)C 3,4-dimethylpentanoic acid